C(C1=CC=CC=C1)C1(C[C@@H]2[C@@H](CN(C2)CC(CC2=CC=C(C=C2)O)=O)C1)O 1-((3aR,5r,6aS)-5-benzyl-5-hydroxyhexahydrocyclopenta[c]pyrrol-2(1H)-yl)-3-(4-hydroxyphenyl)propan-2-one